C1CCC12NCCC2 5-azaspiro[3.4]octan